C(#N)C=1C(=NC=CC1)CN1C(=O)N(C=2N=C(N(C2C1=O)CC#CC)N1C[C@@H](CCC1)N)C 1-[(3-Cyano-pyridine-2-yl)methyl]-3-methyl-7-(2-butyne-1-yl)-8-((R)-3-amino-piperidine-1-yl)-xanthine